NC1=NC=CC(=C1Cl)SC=1C=2N(C(=CN1)N1CCC3([C@@H]([C@@H](OC3)C)N)CC1)C=CN2 (3S,4S)-8-{8-[(2-amino-3-chloropyridin-4-yl)sulfanyl]imidazo[1,2-a]pyrazin-5-yl}-3-methyl-2-oxa-8-azaspiro[4.5]decan-4-amine